sodium (difluoromalonic acid) borate B([O-])([O-])[O-].FC(C(=O)O)(C(=O)O)F.[Na+].[Na+].[Na+]